4-fluoro-2,2-dimethyl-butyric acid FCCC(C(=O)O)(C)C